N-(6-((5-bromo-2-((2-methoxy-5-(1-methyl-1H-pyrazol-4-yl)-4-(4-(piperidin-4-yl)piperazin-1-yl)phenyl)amino)pyrimidin-4-yl)amino)quinoxalin-5-yl)-N-methylmethanesulfonamide BrC=1C(=NC(=NC1)NC1=C(C=C(C(=C1)C=1C=NN(C1)C)N1CCN(CC1)C1CCNCC1)OC)NC=1C(=C2N=CC=NC2=CC1)N(S(=O)(=O)C)C